N1(CCCCC1)C=C1CCN(CC1)C(=O)OCC1=CC=CC=C1 benzyl 4-(piperidin-1-ylmethylene)piperidine-1-carboxylate